ClC=1N=C2C(=C(C(N(C2=CC1)C)=O)C#N)N1CCN(CC1)CC1=C(C(=CC=C1)C)F 6-chloro-4-{4-[(2-fluoro-3-methylphenyl)methyl]piperazin-1-yl}-1-methyl-2-oxo-1,2-dihydro-1,5-naphthyridine-3-carbonitrile